ClC1=CC(=NC=C1)NC(C1=CC=C(C=C1)O)=O N-(4-chloropyridin-2-yl)-4-hydroxybenzamide